fluoromercaptan FS